4-(2-bromo-5-fluoroisonicotinoyl)piperazine BrC=1C=C(C(=O)N2CCNCC2)C(=CN1)F